NC1=CC(=C2N(CCCCCCC(C3=NN=C(C1=N2)O3)(C(F)(F)F)O)CC(=O)NC)C(F)(F)F 2-[17-amino-6-hydroxy-6,15-bis(trifluoromethyl)-19-oxa-3,4,13,18-tetrazatricyclo[12.3.1.12,5]nonadeca-1(18),2,4,14,16-pentaen-13-yl]-N-methyl-acetamide